N1(CCCCCC1)C1=NC(=NC2=C(C(=C(C=C12)Cl)C1=CC=C(C=2SC(=C(C21)C#N)NC(OC(C)(C)C)=O)F)F)OC[C@]21CCCN1C[C@@H](C2)F tert-butyl (4-(4-(azepan-1-yl)-6-chloro-8-fluoro-2-(((2R,7aS)-2-fluorotetrahydro-1H-pyrrolizin-7a(5H)-yl)methoxy)quinazolin-7-yl)-3-cyano-7-fluorobenzo[b]thiophen-2-yl)carbamate